bis(2-butyloctyl) 10-[(4-methylmorpholin-2-yl)methylamino]nonadecanedioate CN1CC(OCC1)CNC(CCCCCCCCC(=O)OCC(CCCCCC)CCCC)CCCCCCCCC(=O)OCC(CCCCCC)CCCC